N-{8-methoxy-7-[3-(pyrrolidin-1-yl)propoxy]-1H,2H,3H-cyclopenta[c]quinolin-4-yl}-1-(propan-2-yl)piperidin-4-amine formate C(=O)O.COC1=CC=2C3=C(C(=NC2C=C1OCCCN1CCCC1)NC1CCN(CC1)C(C)C)CCC3